C(\C=C\C(=O)O)(=O)O.C(C)N(C(C1=C(C=CC(=C1)F)OC1=C(N=CN=N1)N1CC2(CN(C2)[C@H](C(C)C)CCCN(C)CC)CC1)=O)C(C)C (S)-N-ethyl-2-((5-(2-(6-(ethyl(methyl)amino)-2-methylhexan-3-yl)-2,6-diazaspiro[3.4]octan-6-yl)-1,2,4-triazin-6-yl)oxy)-5-fluoro-N-isopropylbenzamide fumarate